sodium 2-[2-(dimethylamino)ethoxy]ethanolate CN(CCOCC[O-])C.[Na+]